OCC1[C@H]2CN(C[C@@H]12)C1=CC=C(C(=N1)C)CN1N=CC(=C1)C(=O)N[C@@H]1CCC2=C1NN=C2C 1-({6-[(1R,5s,6R)-6-(hydroxymethyl)-3-azabicyclo[3.1.0]hex-3-yl]-2-methylpyridin-3-yl}methyl)-N-[(6R)-3-methyl-1H,4H,5H,6H-cyclopenta[c]pyrazol-6-yl]-1H-pyrazole-4-carboxamide